4-(tert-butoxycarbonyl)-6-Oxopiperazine-2-carboxylic acid C(C)(C)(C)OC(=O)N1CC(NC(C1)=O)C(=O)O